(S)-3-(2'-fluorobiphenyl-3-yl)-3-(3-(4-hydroxy-1,5-dimethyl-2-oxo-1,2-dihydropyridin-3-yl)ureido)propanoic acid FC1=C(C=CC=C1)C1=CC(=CC=C1)[C@H](CC(=O)O)NC(=O)NC=1C(N(C=C(C1O)C)C)=O